methyl 3-(1-(2,4-dichlorobenzoyl)azetidin-3-yl)-2-oxo-2,3-dihydro-1H-benzo[d]imidazole-5-carboxylate ClC1=C(C(=O)N2CC(C2)N2C(NC3=C2C=C(C=C3)C(=O)OC)=O)C=CC(=C1)Cl